C(C)(C)(C)N(C(O)=O)CCOCCOCCOCCN.OC1=CC(=C(C=C1)C(CC)C1=C(C=C(C=C1)O)C(C)(C)C)C(C)(C)C 1,1-bis(4-hydroxy-t-butylphenyl)propane tert-butyl-(2-(2-(2-(2-aminoethoxy)ethoxy)ethoxy)ethyl)-carbamate